4-[(1S)-1-methyl-2-[[(S)-phenyl-[(3R)-1,2,3,4-tetrahydropyrido[2,3-b]pyrazin-3-yl]methyl]amino]ethyl]benzonitrile C[C@H](CN[C@H]([C@H]1CNC2=C(N1)N=CC=C2)C2=CC=CC=C2)C2=CC=C(C#N)C=C2